6-chloro-N2-(3-chlorophenyl)-N4-(3-ethyl-1H-pyrazol-5-yl)-N2-methyl-1,3,5-triazine-2,4-diamine ClC1=NC(=NC(=N1)N(C)C1=CC(=CC=C1)Cl)NC1=CC(=NN1)CC